nonyl 8-((7,7-bis(((Z)-oct-3-en-1-yl)oxy)heptyl)(2-hydroxyethyl)amino)octanoate C(C\C=C/CCCC)OC(CCCCCCN(CCCCCCCC(=O)OCCCCCCCCC)CCO)OCC\C=C/CCCC